5-(1,4,5,6-tetrahydropyrimidin-2-ylamino)nicotinic acid N1C(=NCCC1)NC=1C=NC=C(C(=O)O)C1